C(C)(C)(C)N(C(O)=O)[C@H](CO)[C@H](C)F.NC1=NC(=NN1C(=O)C1=CC(=C(C=C1)NC(=O)C=1SC=CC1)F)C1=NC=CC=C1 N-(4-(5-amino-3-(pyridine-2-yl)-1H-1,2,4-triazole-1-carbonyl)-2-fluorophenyl)thiophene-2-formamide tert-butyl-((2R,3S)-3-fluoro-1-hydroxybutan-2-yl)carbamate